CP(=O)(C)C1=C(C=NN(C1=O)CC1=CC=C(C=C1)OC)N[C@H](COCCC(=O)O)C (S)-3-(2-((5-(dimethylphosphoryl)-1-(4-methoxybenzyl)-6-oxo-1,6-dihydropyridazin-4-yl)amino)propoxy)propionic acid